2-Fluoro-4-chlorobenzyl alcohol FC1=C(CO)C=CC(=C1)Cl